C1(CCCCC1)P(C1=C(C=CC=C1)C=1C(=CC=CC1)N(C)C)C1CCCCC1 2'-(dicyclohexylphosphino)-N,N-dimethyl-[1,1'-biphenyl]-2-amine